ClC=1C=CC(=C(C1)C#CC=1C=CC=NC1)NS(=O)(=O)C=1C=CC(=C2C=CC=NC12)OCC(F)(F)F 5-{5-Chloro-2-[5-(2,2,2-trifluoro-ethoxy)-chinolin-8-sulfonylamino]-phenylethynyl}-pyridin